ClC1=CC=2N(C=C1)C=NC2CC(=O)NC2=NC=NC(=C2)NCC=2N=C1N(C=C(C=C1C1(COC1)O)C1CC1)C2 2-(7-chloroimidazo[1,5-a]pyridin-1-yl)-N-(6-(((6-cyclopropyl-8-(3-hydroxyoxetan-3-yl)imidazo[1,2-a]pyridin-2-yl)methyl)amino)pyrimidin-4-yl)acetamide